2-({[3-(2H-1,3-benzodioxol-5-yl)-1,2,4-oxadiazol-5-yl]methyl}sulfanyl)-4,6-dimethylpyrimidine O1COC2=C1C=CC(=C2)C2=NOC(=N2)CSC2=NC(=CC(=N2)C)C